FC1(CC(C1)(C(C1=NN=CN1C)F)C=1C=C(C=CC1)C1=COC2=C(C=C(C=C2C1=O)CN1C[C@H](CCC1)C)C)F 3-(3-(3,3-difluoro-1-(fluoro-(4-methyl-4H-1,2,4-triazol-3-yl)methyl)cyclobutyl)phenyl)-8-methyl-6-(((S)-3-methylpiperidin-1-yl)methyl)-4H-chromen-4-one